6,7-dihydro-5H-pyrrolopyridine N=1C=CC=2C1CCCN2